methyl 8-bromo-5-chloro-4-hydroxyisoquinoline-3-carboxylate BrC=1C=CC(=C2C(=C(N=CC12)C(=O)OC)O)Cl